N1=C(NC2=NC=CC=C21)N[C@@H]2C[C@H](CC2)NC2=CC=C(C=N2)N2C(N(CC2=O)C)=O 3-(6-(((1S,3S)-3-((3H-Imidazo[4,5-b]pyridin-2-yl)amino)cyclopentyl)amino)pyridin-3-yl)-1-methylimidazolidine-2,4-dione